C1=CC=CC=2C3=CC=CC=C3N(C12)C1=CC=C(C=C1)C1=CC(=C(C(=N1)N1C2=C(C=3C=CC=CC13)N=CC=C2)N2C1=C(C=3C=CC=CC23)N=CC=C1)C1=C(C=CC=C1)C1=NC(=NC(=N1)C1=CC=CC=C1)C1=CC=CC=C1 5,5'-(6-(4-(9H-carbazol-9-yl)phenyl)-4-(2-(4,6-diphenyl-1,3,5-triazin-2-yl)phenyl)pyridine-2,3-diyl)bis(5H-pyrido[3,2-b]indole)